NC1=CC(=C2C(NC(C2=C1)=O)C1=C(C=CC(=C1)F)Cl)NC(=O)N1CC2(OCC2)C2=CC(=CC=C12)F N-(6-amino-3-(2-chloro-5-fluorophenyl)-1-oxoisoindolin-4-yl)-5-fluoro-spiro[indolin-3,2'-oxetan]-1-carboxamide